1,1,1,3,3,3-hexafluoropropan-2-yl 1-(4-chloro-3-ethoxybenzyl)-1,8-diazaspiro[4.5]decane-8-carboxylate ClC1=C(C=C(CN2CCCC23CCN(CC3)C(=O)OC(C(F)(F)F)C(F)(F)F)C=C1)OCC